S1C(=NC2=C1C=CC=C2)N2C[C@H](N([C@@H](C2)C)C(=O)NC2CC1(CN(C1)CC1=CC=CC=C1)C2)C (2R,6R)-4-(1,3-benzothiazol-2-yl)-N-{2-benzyl-2-azaspiro[3.3]heptan-6-yl}-2,6-dimethylpiperazine-1-carboxamide